3-(2-chlorothiazol-5-yl)-8-methyl-5-oxo-6-phenyl-2,3-dihydrothiazolo-[3,2-a]pyrimidin-8-ium-7-olate ClC=1SC(=CN1)C1CSC=2N1C(C(=C([N+]2C)[O-])C2=CC=CC=C2)=O